2-((Z)-cycloocta-2-enoxy)-N-(2-aminoethyl)acetamide C1(\C=C/CCCCC1)OCC(=O)NCCN